BrC1=CC(=C(OC2=CC=C(C(=C2C(=O)O)F)C(F)(F)F)C=C1)C(F)(F)F 6-(4-bromo-2-(trifluoromethyl)phenoxy)-2-fluoro-3-(trifluoromethyl)benzoic acid